FC1=CC=C(C=C1)[C@H]1C[C@@H](CO1)C1=NOC(=N1)CN1N=CC2=C(C1=O)C=CC=N2 6-((3-((3R,5R)-5-(4-fluorophenyl)tetrahydro-furan-3-yl)-1,2,4-oxadiazol-5-yl)methyl)pyrido[2,3-d]pyridazin-5(6H)-one